C(C1=CC=CC=C1)(=O)N1C(N(C=CC1=O)[C@@H]1C=C([C@H]2OC(O[C@H]21)(C)C)CF)=O 3-benzoyl-1-((3aS,4R,6aR)-6-(fluoromethyl)-2,2-dimethyl-3a,6a-dihydro-4H-cyclopenta[d][1,3]dioxol-4-yl)pyrimidine-2,4(1H,3H)-dione